s-octyl acetate C(C)(=O)OC(C)CCCCCC